CC1=C(C=2C(C3=CC(=C(C=C3OC2C=C1O)C)C)=O)O methyl-1,3-dihydroxy-6,7-dimethylxanthone